BrC=1SC2=C(C1C1=CC=CC=C1)C=C(C(=C2)F)F 2-bromo-5,6-difluoro-3-phenyl-1-benzothiophene